FC1=C(C(=CC(=C1)C#CC=1C=NC=CC1)F)N1C(C2(N3C1=NC=C3C3=NNC=C3)CC2)=O 7'-[2,6-difluoro-4-[2-(3-pyridyl)ethynyl]phenyl]-3'-(1H-pyrazol-3-yl)spiro[cyclopropane-1,5'-imidazo[1,2-a]imidazole]-6'-one